3,3-dimethyl-1-((9-(methylsulfanyl)-5,6-dihydrothieno[3,4-h]quinazolin-2-yl)thio)butan-2-one CC(C(CSC1=NC=2C=3C(CCC2C=N1)=CSC3SC)=O)(C)C